7-bromo-2,3-dihydro-1,4-benzodioxine-2-carbonitrile BrC=1C=CC2=C(OC(CO2)C#N)C1